Sodium Hydroxymethyl-Sulfinate OCS(=O)[O-].[Na+]